[4-(4-butyl)benzylidene-2-pentyl]4-ethylbenzoic acid CCCCC1=CC=C(C=CCCC(C)C2=C(C(=O)O)C=CC(=C2)CC)C=C1